(R)-5-Chloro-N-[2-cyclopropyl-3-(4-fluorophenyl)-2-methylpropyl]-4-oxo-3H-pyrimidine-2-carboxamide ClC=1C(NC(=NC1)C(=O)NC[C@@](CC1=CC=C(C=C1)F)(C)C1CC1)=O